CS(=O)(=O)C=1C=CC=C2C(=CN(C12)COCC[Si](C)(C)C)C1=NC(=NC=C1C(F)(F)F)N[C@@H]1CN(C[C@@H](C1)NC(CC)=O)C(=O)OC(C)(C)C tert-butyl (3S,5R)-3-[[4-[7-methylsulfonyl-1-(2-trimethylsilylethoxymethyl) indol-3-yl]-5-(trifluoromethyl)pyrimidin-2-yl]amino]-5-(propanoylamino)piperidine-1-carboxylate